tert-butyl N-[6-[[(1R)-1-(hydroxymethyl)-3,3-dimethyl-butyl]amino]spiro[3.3]heptan-2-yl]carbamate OC[C@@H](CC(C)(C)C)NC1CC2(CC(C2)NC(OC(C)(C)C)=O)C1